tert-butyl (2R,4R)-4-[(7-[((R)-1-methoxypropan-2-yl)carbamoyl]-5-{[2-(trimethylsilyl)eth-oxy]methyl}-5H-pyrrolo[2,3-b]pyrazin-2-yl)amino]-2-methylpiperidine-1-carboxylate COC[C@@H](C)NC(=O)C1=CN(C2=NC=C(N=C21)N[C@H]2C[C@H](N(CC2)C(=O)OC(C)(C)C)C)COCC[Si](C)(C)C